OCNCC(=O)O.[Na] sodium hydroxymethyl-glycin